(±)-3-((3-(4-(Dimethoxymethyl)piperidin-1-yl)phenyl)amino)piperidine-2,6-dione COC(C1CCN(CC1)C=1C=C(C=CC1)N[C@H]1C(NC(CC1)=O)=O)OC |r|